CN1N=CC(=C1)B1OC(C(O1)(C)C)(C)C 1-methyl-4-(4,4,5,5-tetramethyl-1,3,2-dioxa-borolan-2-yl)-1H-pyrazole